β-Terpinene C=C1CC=C(C(C)C)CC1